ClC=1C=CC2=C(C(CO2)NC(=O)C=2C=CC3=C(N(C(=N3)C3=CC(=C(C(=C3)OC)OC)OC)C3CC(CC3)C(NC)=O)C2)C1 N-(5-chloro-2,3-dihydrobenzofuran-3-yl)-1-(3-(methylcarbamoyl)cyclopentyl)-2-(3,4,5-trimethoxyphenyl)-1H-benzo[d]imidazole-6-carboxamide